FC(CN1N=C(C=2C1=NC(=CN2)N2CC1(CN(C1)C1=NC(=NC(=C1)C)C(F)(F)F)CC2)OC)F 1-(2,2-difluoroethyl)-3-methoxy-6-(2-(6-methyl-2-(trifluoromethyl)pyrimidin-4-yl)-2,6-diazaspiro[3.4]octan-6-yl)-1H-pyrazolo[3,4-b]pyrazine